BrC=1C=C(C(=O)N[C@@H](C)C2=NC=NN2C2=NC=NC(=C2)C#N)C=C(C1)OC(F)(F)F 3-bromo-N-{(1S)-1-[1-(6-cyanopyrimidin-4-yl)-1H-1,2,4-triazol-5-yl]Ethyl}-5-(trifluoromethoxy)benzamide